C[Si](C)(C)NCC1=CC=CC=C1 Trimethylsilyl-benzylamin